heptadecane-2,12-diol CC(CCCCCCCCCC(CCCCC)O)O